1-methyl-2-oxo-7-(phenylamino)-1,2-dihydropyrimido[4,5-d]pyrimidine CN1C(N=CC=2C1=NC(=NC2)NC2=CC=CC=C2)=O